(1S,3S,4S)-N-((S)-1-cyano-2-((S)-2-oxopiperidin-3-yl)ethyl)-2-((2,5-difluorophenyl)-D-alanyl)-5,5-difluoro-2-azabicyclo[2.2.2]octane-3-carboxamide C(#N)[C@H](C[C@H]1C(NCCC1)=O)NC(=O)[C@H]1N([C@@H]2CC([C@H]1CC2)(F)F)C([C@H](NC2=C(C=CC(=C2)F)F)C)=O